5-chloro-6-cyclopropyl-2-(4,4-difluoroazepan-1-yl)-N-(2-oxo-1,2-dihydropyridin-4-yl)-nicotinamide ClC=1C(=NC(=C(C(=O)NC2=CC(NC=C2)=O)C1)N1CCC(CCC1)(F)F)C1CC1